N-(3-aminopropyl)-N1-methyl-1,4-butanediamine NCCCN(CCCCN)C